(R)-3-(4-((2-(6-fluoro-1H-indol-3-yl)ethyl)amino)-7-(methoxymethyl)-7,8-dihydro-6H-pyrimido[5,4-b][1,4]oxazin-2-yl)pyridin-2-ol FC1=CC=C2C(=CNC2=C1)CCNC1=NC(=NC2=C1OC[C@H](N2)COC)C=2C(=NC=CC2)O